4-((4-(5-(4-chlorophenyl)-4-methyl-1H-imidazol-2-yl)phenoxy)methyl)-1-methylpiperidine ClC1=CC=C(C=C1)C1=C(N=C(N1)C1=CC=C(OCC2CCN(CC2)C)C=C1)C